5-amino-2-chloro-6-(5-(methyl-d3)-1-(tetrahydro-2H-pyran-2-yl)-1H-indazol-4-yl)pyrimidine-4-carboxamide NC=1C(=NC(=NC1C1=C2C=NN(C2=CC=C1C([2H])([2H])[2H])C1OCCCC1)Cl)C(=O)N